N-[5-[2-methyl-4-[(3S)-1-methylpyrrolidin-3-yl]oxy-pyrazol-3-yl]pyrazolo[1,5-a]pyridin-2-yl]pyrazolo[1,5-a]pyrimidin-5-amine CN1N=CC(=C1C1=CC=2N(C=C1)N=C(C2)NC2=NC=1N(C=C2)N=CC1)O[C@@H]1CN(CC1)C